1-bromo-(4-methyl)phenyl-ethanone BrC1(CC=C(C=C1)C)C(C)=O